(E)-3-(5-(trifluoromethoxy)pyridin-2-yl)acrylic acid FC(OC=1C=CC(=NC1)/C=C/C(=O)O)(F)F